3-(1-(4-fluorophenyl)pyrrolidin-3-yl)-3-oxopropanenitrile FC1=CC=C(C=C1)N1CC(CC1)C(CC#N)=O